C(C1=CC=CC=C1)OC=1C(=NNC1C(=O)OC)C methyl 4-(benzyloxy)-3-methyl-1H-pyrazole-5-carboxylate